7-(6-fluoropyridin-3-yl)pyrazolo[1,5-a]pyridine-3-carbaldehyde oxime FC1=CC=C(C=N1)C1=CC=CC=2N1N=CC2C=NO